((3-bromobenzyl)oxy)-N-(3-(morpholine-4-carbonyl)phenyl)benzamide BrC=1C=C(COC2=C(C(=O)NC3=CC(=CC=C3)C(=O)N3CCOCC3)C=CC=C2)C=CC1